2-(4-chloro-3-fluorophenoxy)-N-(3-(5-(3-fluoroazetidin-3-yl)-1,3,4-oxadiazol-2-yl)bicyclo[1.1.1]pentan-1-yl)acetamide ClC1=C(C=C(OCC(=O)NC23CC(C2)(C3)C=3OC(=NN3)C3(CNC3)F)C=C1)F